[18F]-fluoro-2-deoxyglucose [18F]C(=O)C[C@@H](O)[C@H](O)[C@H](O)CO